CC1(C=2C(=NC(=NC2CCC1)N)OC1=C(C=CC=C1)C)C 5,5-dimethyl-4-(2-methylphenoxy)-7,8-dihydro-6H-quinazolin-2-amine